3-fluoro-5-((3-phenethyl-3-(tetrahydrofuran-2-yl)pyrrolidin-1-yl)methyl)pyridine FC=1C=NC=C(C1)CN1CC(CC1)(C1OCCC1)CCC1=CC=CC=C1